ONC(=O)P Hydroxy-R-phosphanylcarboxamid